1-(4-((6-(1H-1,2,3-triazol-1-yl)pyridazin-3-yl)methyl)-2,3-dioxo-3,4-dihydropyrazin-1(2H)-yl)cyclopropane-1-carbonitrile N1(N=NC=C1)C1=CC=C(N=N1)CN1C(C(N(C=C1)C1(CC1)C#N)=O)=O